(R)-2-amino-N-(azetidin-3-yl)-5-(4-(2-(3,5-difluorophenyl)-2-hydroxyacetamido)-2-methylphenyl)nicotinamide NC1=C(C(=O)NC2CNC2)C=C(C=N1)C1=C(C=C(C=C1)NC([C@H](O)C1=CC(=CC(=C1)F)F)=O)C